C(C)(C)(C)OC(=O)N1CC=2C(=NN3C2C(=CC(CC3)O)F)C[C@H]1C.ClC1=C(C(=C(C(=C1S(=O)N)Cl)Cl)Cl)Cl pentachlorobenzenesulfinamide (3R)-tert-butyl-11-fluoro-9-hydroxyl-3-methyl-3,4,8,9-tetrahydro-1H-pyrido[4',3':3,4]pyrazolo[1,5-a]azepine-2(7H)-carboxylate